(R)-3-(3-(3-(5-amino-4,6-dimethoxy-pyrimidin-2-yl)phenyl)isoxazol-5-yl)-3-hydroxy-1-methylpyrrolidin-2-one NC=1C(=NC(=NC1OC)C=1C=C(C=CC1)C1=NOC(=C1)[C@]1(C(N(CC1)C)=O)O)OC